BrC=1C(=C(C(=O)OC)C=C(C1C(=O)C1=C(C=CC(=C1)F)Cl)F)CBr methyl 3-bromo-2-(bromomethyl)-4-[(2-chloro-5-fluorophenyl) carbonyl]-5-fluorobenzoate